C(C)OC(=C)C1=CC=C(S1)C(CNC(OC(C)(C)C)=O)O tert-butyl (2-(5-(1-ethoxyvinyl)thiophen-2-yl)-2-hydroxyethyl)carbamate